O1CCN(CC1)C1=NC(=NC(=C1)NC=1SC(=CN1)C=1OC(=NN1)C1=CC=CC=C1)N1C[C@@H](CC1)CO (R)-(1-(4-morpholino-6-((5-(5-phenyl-1,3,4-oxadiazol-2-yl)thiazol-2-yl)amino)pyrimidine-2-yl)pyrrolidin-3-yl)methanol